C1(CC1)OC[C@@H](\C=C\S(=O)(=O)C)NC(=O)C=1C(=NC(=NC1)C(C)(F)F)OC1=CC=CC=C1 (R,E)-N-(1-cyclopropoxy-4-(methylsulfonyl)but-3-en-2-yl)-2-(1,1-difluoroethyl)-4-phenoxypyrimidine-5-carboxamide